CN(CCC=O)C 3-(dimethylamino)propanal